CC=1C=C2C(=CC(=NC2=C(C1)C(C)NC1=C(C(=O)OC)C=CC=C1)N1CCCCC1)N1CCOCC1 methyl 2-[1-[6-methyl-4-morpholino-2-(1-piperidyl)-8-quinolyl]ethylamino]benzoate